Cl.F\C=C/1\[C@@](CNCC1)(C(=O)OC)C methyl (S,E)-4-(fluoromethylene)-3-methylpiperidine-3-carboxylate hydrochloride